C1(CC1)[C@@H](C)NC=1N=CC2=C(N1)NC=C2C=2C=CC1=C(N(N=N1)C)C2 (R)-N-(1-Cyclopropylethyl)-5-(1-methyl-1H-benzo[d][1,2,3]triazol-6-yl)-7H-pyrrolo[2,3-d]pyrimidin-2-amine